N-(4-((3-((7-aminoheptyl)oxy)phenyl)carbamoyl)benzyl)-N-cyclopropyl-3-oxo-3,4-dihydro-2H-benzo[b][1,4]oxazine-7-carboxamide 2,2,2-trifluoroacetate FC(C(=O)O)(F)F.NCCCCCCCOC=1C=C(C=CC1)NC(=O)C1=CC=C(CN(C(=O)C=2C=CC3=C(OCC(N3)=O)C2)C2CC2)C=C1